2-fluoro-4-(2-hydroxyprop-2-yl)benzoic acid FC1=C(C(=O)O)C=CC(=C1)C(C)(C)O